BrC1=CC(=NC=C1)NC(OCCCC)=O butyl (4-bromopyridin-2-yl)carbamate